N1(N=NC2=C1C=CC=C2)C([C@H]2N(CC2)C(=O)OC(C)(C)C)O Tert-Butyl (S)-2-((1H-benzo[d][1,2,3]triazol-1-yl)(hydroxy)methyl)azetidine-1-carboxylate